1-(3,4-dichloro-2-oxo-2H-[1,3'-bipyridin]-6'-yl)-N-ethyl-5-(trifluoromethyl)-1H-pyrazole-4-carboxamide ClC=1C(N(C=CC1Cl)C=1C=NC(=CC1)N1N=CC(=C1C(F)(F)F)C(=O)NCC)=O